1-iodoimidazo[1,5-a]pyridine-6-sulfonamide IC=1N=CN2C1C=CC(=C2)S(=O)(=O)N